ethyl-(hexyl)amine C(C)NCCCCCC